C(=C)C1=CC=C(CNC2=CC=C(C=O)C=C2)C=C1 4-((4-vinylbenzyl)amino)benzaldehyde